(S)-1-(1-(2-chloro-5-methylpyrimidin-4-yl)-1H-pyrazol-4-yl)-3-(2-hydroxy-1-phenyl-ethyl)urea ClC1=NC=C(C(=N1)N1N=CC(=C1)NC(=O)N[C@H](CO)C1=CC=CC=C1)C